N1=NC(=CC2=C1C1=C(CCC2)C=CC=C1)N1N=C(N=C1NC1=CC(=C(C=C1)N1CC(C1)N1CCCC1)F)N 1-(6,7-dihydro-5H-benzo[6,7]cyclohepta[1,2-c]pyridazin-3-yl)-N5-(3-fluoro-4-(3-pyrrolidin-1-ylazetidinyl)phenyl)-1H-1,2,4-triazole-3,5-diamine